2-[1-[2-(6-Methoxyimidazo[1,2-a]pyridin-2-yl)-6-methyl-4-oxo-chromen-8-yl]ethylamino]benzoic acid COC=1C=CC=2N(C1)C=C(N2)C=2OC1=C(C=C(C=C1C(C2)=O)C)C(C)NC2=C(C(=O)O)C=CC=C2